FC(OC1=CC=C(OC=2SC(=CN2)C=O)C=C1)(F)F 2-(4-(trifluoromethoxy)phenoxy)thiazole-5-carbaldehyde